OCCCCCCC1=C(C2(CCC(C2C1)O)C(=C)C1=CC=CC=C1)C1=CC=CC=C1 Exo-5-(6-hydroxyhexyl)-4-phenyl-3a-(1-phenylvinyl)-1,2,3,3a,6,6a-hexahydropentalen-1-ol